FC1=CC=C2C(=CN(C2=C1)C)C1=C[N+](=C2N(C1=O)C=CC=C2)CC=2C=NC=NC2 3-(6-fluoro-1-methyl-1H-indol-3-yl)-4-oxo-1-(pyrimidin-5-ylmethyl)-4H-pyrido[1,2-a]pyrimidinium